Tert-butyl (1R,2S)-2-(1-(tert-butoxycarbonyl)-3-((2-cyano-5-methoxy-6-morpholinopyrimidin-4-yl)amino)-1H-indazol-6-yl)-5'-methoxy-2'-oxospiro[cyclopropane-1,3'-indoline]-1'-carboxylate C(C)(C)(C)OC(=O)N1N=C(C2=CC=C(C=C12)[C@@H]1C[C@@]12C(N(C1=CC=C(C=C21)OC)C(=O)OC(C)(C)C)=O)NC2=NC(=NC(=C2OC)N2CCOCC2)C#N